CNC1CCC1 N-methylcyclobutanamine